2-((1S,6S)-6-aminocyclohex-3-en-1-yl)-N-((E)-but-2-en-1-yl)-3,5-dichlorothieno[3,2-b]pyridin-7-amine formate C(=O)O.N[C@H]1CC=CC[C@@H]1C1=C(C2=NC(=CC(=C2S1)NC\C=C\C)Cl)Cl